(S)-2-(3-(2-chloro-7-(1-methoxyethyl)pyrazolo[1,5-a]pyrimidin-6-yl)ureido)-N-propargyl-4-methylpyrimidine-5-carboxamide ClC1=NN2C(N=CC(=C2[C@H](C)OC)NC(NC2=NC=C(C(=N2)C)C(=O)NCC#C)=O)=C1